C1(=CC(=CC=C1)C1=NC(=NC(=N1)Cl)C1=CC2=C(OC3=C2C=CC=C3)C=C1)C1=CC=CC=C1 2-([1,1'-biphenyl]-3-yl)-4-chloro-6-(dibenzo[b,d]furan-2-yl)-1,3,5-triazine